3,4,4-trifluorobut-3-en-1-yl 2-(5-cyclopropyl-3-(trifluoromethyl)-1H-pyrazol-1-yl)acetate C1(CC1)C1=CC(=NN1CC(=O)OCCC(=C(F)F)F)C(F)(F)F